The molecule is a monocarboxylic acid anion. It has a role as a human metabolite. It is a conjugate base of an acrylic acid. C=CC(=O)[O-]